ClC1=NC(=CC(=C1)S(=O)(=O)N[C@@H]1COC2=CC(=C(C=C2[C@@H]1O)Cl)F)Cl 2,6-dichloro-N-((3R,4S)-6-chloro-7-fluoro-4-hydroxychroman-3-yl)pyridine-4-sulfonamide